CCC1=C(C(=CC=C1)CC)NC(=O)CCl 2-chloro-N-(2,6-diethylphenyl)acetamide